[Cl-].ClC(OC(C(=O)OC1CC2CCC(C1)[N+]21CCCC1)(C1=CC=CC=C1)C1=CC=CC=C1)C1CCOCC1 3-(2-(chloro(tetrahydro-2H-pyran-4-yl)methoxy)-2,2-diphenylacetoxy)spiro[bicyclo[3.2.1]octane-8,1'-pyrrolidin]-8-ium chloride